2-[6-(azetidin-3-ylamino)-pyridazin-3-yl]-5-pyrazol-1-yl-phenol N1CC(C1)NC1=CC=C(N=N1)C1=C(C=C(C=C1)N1N=CC=C1)O